C(C)(=O)N1CC(CC1)N 1-acetyl-3-aminopyrrolidine